Ethyl (E)-4-{4-[7-chlorodibenzo[b,e][1,4]oxazepin-5(11H)-yl]butylamino}but-2-enoate ClC1=CC2=C(OCC3=C(N2CCCCNC/C=C/C(=O)OCC)C=CC=C3)C=C1